Cl.ClC=1C=C(C=CC1Cl)C1=CN=C(N1)[C@H](C(C)C)N (S)-1-(5-(3,4-dichlorophenyl)-1H-imidazol-2-yl)-2-methylpropan-1-amine hydrochloride